C(C)(C)(C)OC(=O)N1CCN(CC1)C=1C=C2C(=CC(=NC2=CC1)C)N[C@H](C)C1=CC(=CC(=C1)C(F)(F)F)[N+](=O)[O-] (R)-4-(2-methyl-4-((1-(3-nitro-5-(trifluoromethyl)phenyl)ethyl)amino)quinolin-6-yl)piperazine-1-carboxylic acid tert-butyl ester